methyl (R)-2-amino-3-(3-(4-ethyl-1-methyl-1H-pyrazol-5-yl)-5-fluorobenzamido)propanoate N[C@@H](C(=O)OC)CNC(C1=CC(=CC(=C1)F)C1=C(C=NN1C)CC)=O